dibromoethylimidazolium BrC(CC=1NC=C[NH+]1)Br